[Cl-].C(=O)C1=CC=C(C=C1)C1=CC=C(C=2N(CN(C21)C)C)C2=CC=C(C=C2)C=O 4,7-bis(4-formylphenyl)-1,3-dimethyl-1h-benzimidazole chloride